2-(((2r,3s,4r,5r)-5-(6-amino-2-chloro-9H-purin-9-yl)-3-ethynyl-3,4-dihydroxytetrahydro-furan-2-yl)methoxy)-2-(thiazol-4-yl)acetic acid NC1=C2N=CN(C2=NC(=N1)Cl)[C@H]1[C@@H]([C@@]([C@H](O1)COC(C(=O)O)C=1N=CSC1)(O)C#C)O